C[C@@]1([C@@H](CCC1)N1N=NC=2C=CC=3C=NC(=NC3C21)NC2CCN(CC2)S(=O)(=O)C)O (1R,2R)-1-Methyl-2-(8-((1-(methylsulfonyl)piperidin-4-yl)amino)-1H-[1,2,3]triazolo[4,5-h]quinazolin-1-yl)cyclopentan-1-ol